1-(3-cyano-6-(2-hydroxy-2-methylpropoxy)pyrazolo[1,5-a]pyridin-4-yl)-1H-pyrazol C(#N)C=1C=NN2C1C(=CC(=C2)OCC(C)(C)O)N2N=CC=C2